(2S,3R)-5-cyclopentyl-3-(3,3-difluorobutyl)-2-fluoro-8-hydroxy-7-(trifluoromethyl)-2,3,4,5-tetrahydrobenzo[b][1,4]thiazepine 1,1-dioxide C1(CCCC1)N1C2=C(S([C@@H]([C@@H](C1)CCC(C)(F)F)F)(=O)=O)C=C(C(=C2)C(F)(F)F)O